ClC([C@H](N)C(=O)NS(O)(=O)=O)C N-(3-chloro-3-methylalanyl)amidosulfuric acid